2,2,2-trifluoroethyl 1-methyl-2-((5-(trifluoromethyl)pyridin-2-yl)methyl)hydrazine-1-carboxylate CN(NCC1=NC=C(C=C1)C(F)(F)F)C(=O)OCC(F)(F)F